C1(CC1)CNCC1=CC(=C2CNC(C2=C1)=O)F 6-{[(cyclopropylmethyl)amino]methyl}-4-fluoro-2,3-dihydro-isoindol-1-one